2-cyclohexyl-2-propyl propionate C(CC)(=O)OC(C)(C)C1CCCCC1